N-hydroxy-4-(8-methoxy-11H-indolo[3,2-c]isoquinolin-11-yl)butanamide ONC(CCCN1C2=CC=C(C=C2C=2N=CC3=CC=CC=C3C21)OC)=O